(R)-ethyl 2-(4-((1-(3-(1,1-difluoro-2-hydroxy-2-methylpropyl)-2-fluorophenyl) ethyl) amino)-2-methyl-6-nitroquinazolin-7-yl)-2-methylpropionate FC(C(C)(C)O)(F)C=1C(=C(C=CC1)[C@@H](C)NC1=NC(=NC2=CC(=C(C=C12)[N+](=O)[O-])C(C(=O)OCC)(C)C)C)F